B(O)(O)C1=CC=C(C[C@@H](N)C(=O)O)C=C1 4-BORONO-D-PHENYLALANINE